7-(2-ethoxy-4-fluoro-anilino)-N-(4-piperidylmethyl)thiazolo[5,4-d]pyrimidine-2-carboxamide C(C)OC1=C(NC=2C3=C(N=CN2)SC(=N3)C(=O)NCC3CCNCC3)C=CC(=C1)F